FC1(C(C=2C(=CN(C2CC1)C=1C(=C(C#N)C=CC1)OC)C(F)(F)F)O)F 5,5-difluoro-4-hydroxy-3-(trifluoromethyl)-4,5,6,7-tetrahydro-1H-indol-1-yl-2-methoxybenzonitrile